O=C1NC(CCC1C=1C=CC(=NC1)N1CCC(CC1)CN1CCC(CC1)C=1SC2=C(N1)C=C(C(=C2)C(=O)NC=2C(N(C=CC2)C)=O)OC(C)C)=O 2-(1-((1-(5-(2,6-dioxopiperidin-3-yl)pyridin-2-yl)piperidin-4-yl)methyl)piperidin-4-yl)-5-isopropoxy-N-(1-methyl-2-oxo-1,2-dihydropyridin-3-yl)benzo[d]thiazole-6-carboxamide